3,5-dichloropyridine-2-carboxylate ClC=1C(=NC=C(C1)Cl)C(=O)[O-]